(1S,2S,5S)-8-hydroxy-2,5-dimethyl-7,9-dioxo-N-(2,4,6-trifluorobenzyl)-2,5,7,9-tetrahydro-1,6-methanopyrido[1,2-b][1,2,5]triazonine-10-carboxamide OC=1C(C(=CN2N3[C@H](C=C[C@@H](N(C(C21)=O)C3)C)C)C(=O)NCC3=C(C=C(C=C3F)F)F)=O